2-((2R,3S,4S)-5-chloro-3-hydroxy-2-((((cis)-4-hydroxycyclohexyl)amino)methyl)-2-(pyridin-2-yl)-2,3-dihydrobenzofuran-4-yl)-3-fluoro-4-methoxybenzamide ClC=1C=CC2=C([C@@H]([C@](O2)(C2=NC=CC=C2)CN[C@@H]2CC[C@@H](CC2)O)O)C1C1=C(C(=O)N)C=CC(=C1F)OC